3-(1-methylvinyl)-7-[2,3,5-tris(fluoro)phenyl]-1H-indole-2-carboxylic acid ethyl ester C(C)OC(=O)C=1NC2=C(C=CC=C2C1C(=C)C)C1=C(C(=CC(=C1)F)F)F